N-(4-Cyanobenzyl)-6-((1-((1-((2-hydroxyethyl)amino)-2-methylpropan-2-yl)sulfonyl)cyclopropyl)methyl)-1-methyl-7-oxo-4,5,6,7-tetrahydro-1H-pyrazolo[3,4-c]pyridine-3-carboxamide C(#N)C1=CC=C(CNC(=O)C2=NN(C=3C(N(CCC32)CC3(CC3)S(=O)(=O)C(CNCCO)(C)C)=O)C)C=C1